N-(3-carbamimidoyl-4-fluorobenzyl)-2,2-dimethylpropionamide hydrochloride Cl.C(N)(=N)C=1C=C(CNC(C(C)(C)C)=O)C=CC1F